7-(2-chloro-1-methyl-1H-imidazol-5-yl)-1-methyl-2-oxo-1,2,3,4-tetrahydro-1,4-diazepine ClC=1N(C(=CN1)C1=CCNCC(N1C)=O)C